1-(2-ethylhexyl)carbonylethyl-2-ethyl-4-methylimidazole C(C)C(CC(=O)C(C)C1=C(N=C(N1)CC)C)CCCC